N1(CCOCC1)C(=O)C=1C=C(OC2=C3CCC(C3=CC=C2[N+](=O)[O-])O)C=CC1 4-[3-(Morpholine-4-carbonyl)phenoxy]-5-nitro-2,3-dihydro-1H-inden-1-ol